1-hexyl-4-hydroxy-2-oxo-1,2-dihydroquinoline C(CCCCC)N1C(C=C(C2=CC=CC=C12)O)=O